(4-propenoyl-3-(cyanomethyl)piperazin-1-yl)-7-(2-amino-6-fluorophenyl)-6-fluoro-1-(2-isopropyl-4-methylpyridin-3-yl)-2-oxo-1,2-dihydro-1,8-naphthyridine-3-carbonitrile C(C=C)(=O)N1C(CN(CC1)C1=C(C(N(C2=NC(=C(C=C12)F)C1=C(C=CC=C1F)N)C=1C(=NC=CC1C)C(C)C)=O)C#N)CC#N